(S)-2-chloro-N-(1-cyclopropylethyl)-5-(4-fluorophenyl)-7-methylpyrazolo[1,5-a]Pyrimidine Cl[C@@H]1N(N2C(N=C(C=C2C)C2=CC=C(C=C2)F)=C1)C(C)C1CC1